BrCCCCCCCC(=O)N(CCCCCCCCCC)CCCCCCCCCC 8-bromo-N,N-didecyloctanamide